ClC1=CC(=C(C=C1)NC(=O)NC1CN(C1)C1=CC(=C(C=2CCOC21)C2C(NC(CC2)=O)=O)F)F 1-(4-chloro-2-fluorophenyl)-3-(1-(4-(2,6-dioxopiperidin-3-yl)-5-fluoro-2,3-dihydrobenzofuran-7-yl)azetidine-3-yl)urea